3-[(5-chloro-1H-indol-2-yl)methyl]-1-methyl-1-[1-(1-methylcyclopropanecarbonyl)piperidin-3-yl]urea ClC=1C=C2C=C(NC2=CC1)CNC(N(C1CN(CCC1)C(=O)C1(CC1)C)C)=O